COC(=O)[C@@H]1C[C@H](CCC1)OC=1C=CC(=NC1)C1=C(C(=NO1)C)C(=O)O 5-(5-(((1S,3S)-3-(methoxycarbonyl)cyclohexyl)oxy)pyridin-2-yl)-3-methylisoxazole-4-carboxylic acid